Ethyl 4-(3-(4-(((tert-butoxycarbonyl)(2-(3-fluorophenyl)cyclopropyl)amino)methyl) piperidin-1-yl)propyl)benzoate C(C)(C)(C)OC(=O)N(C1C(C1)C1=CC(=CC=C1)F)CC1CCN(CC1)CCCC1=CC=C(C(=O)OCC)C=C1